2-(5-ethyl-2-((2,3,5,6-tetrafluorophenyl)amino)phenyl)acetic acid C(C)C=1C=CC(=C(C1)CC(=O)O)NC1=C(C(=CC(=C1F)F)F)F